C1=C2C=3C(=CC=CC3C=C1)C=CC=C2 cyclohepta[1,2,3-de]naphthalene